S1C(=NC2=C1C=CC=C2)NC(=O)C=2SC(=CC2)Br N-(benzo[d]thiazol-2-yl)-5-bromothiophene-2-carboxamide